CC1=NOC(=C1C1=CC2=C(N(C(=N2)[C@H](CCNC)N)[C@@H]2CC[C@H](CC2)OC([2H])([2H])[2H])C=C1)C (S)-1-(5-(3,5-dimethylisoxazol-4-yl)-1-((trans)-4-(methoxy-d3)cyclohexyl)-1H-benzo[d]imidazol-2-yl)-N3-methylpropan-1,3-diamine